ClC=1N=CC2=C(N1)CCS2=O 2-chloro-6,7-dihydrothieno[3,2-d]pyrimidine 5-oxide